1-(2,5-dioxo-2,5-dihydro-1H-pyrrol-1-yl)-N-((S)-1-(((S)-1-((4-(iodomethyl)phenyl)amino)-1-oxo-5-ureidopentan-2-yl)amino)-3-methyl-1-oxobutan-2-yl)-3,6,9,12-tetraoxapentadecan-15-amide O=C1N(C(C=C1)=O)CCOCCOCCOCCOCCC(=O)N[C@H](C(=O)N[C@H](C(=O)NC1=CC=C(C=C1)CI)CCCNC(=O)N)C(C)C